FC=1C=C(CNC(OC)=O)C=C(C1C=1C=C2C(=CN1)NN=C2C=2C=NN(C2)C)C Methyl 3-fluoro-5-methyl-4-(3-(1-methyl-1H-pyrazol-4-yl)-1H-pyrazolo[3,4-c]pyridin-5-yl)benzylcarbamate